C1(CC1)C=1C=C(C=2N(C1)C=C(N2)CNC2=CC=C1C(C=C(NC1=C2)[C@@H]2[C@H](C2)C2=NC=CC(=N2)C)=O)N2C(N(C(C2)=O)C)=O |o1:24,25| 1-(6-cyclopropyl-2-(((2-((1S*,2S*)-2-(4-methylpyrimidin-2-yl)cyclopropyl)-4-oxo-1,4-dihydroquinolin-7-yl)amino)methyl)imidazo[1,2-a]pyridin-8-yl)-3-methylimidazolidine-2,4-dione